7-[2-[(1R,5S)-3-azabicyclo[3.1.0]hexane-1-yl]ethynyl]-N-(3-chloro-2-fluoro-phenyl)-6-nitro-quinazolin-4-amine [C@]12(CNC[C@H]2C1)C#CC1=C(C=C2C(=NC=NC2=C1)NC1=C(C(=CC=C1)Cl)F)[N+](=O)[O-]